C(C1=CC=CC=C1)(=O)SCCNC(CCCN)=O S-(2-(4-aminobutanamido) ethyl) thiobenzoate